((4-(2-hydroxyethyl)piperazin-1-yl)methyl)-N-(4-(2-(p-tolyl)propan-2-yl)thiazol-2-yl)nicotinamide OCCN1CCN(CC1)CC1=C(C(=O)NC=2SC=C(N2)C(C)(C)C2=CC=C(C=C2)C)C=CC=N1